potassium N-Boc-aminomethyltrifluoroborate C(=O)(OC(C)(C)C)NC[B-](F)(F)F.[K+]